C(C)(=O)C=1C=C(NC1)C(=O)NCC=1SC=CC1 4-acetyl-N-(thiophen-2-ylmethyl)-1H-pyrrole-2-carboxamide